CC1=CC=C(C2=CC=CC=C12)C=1N(C(=CC1C(=O)N)C1=C2C(=NC=C1)NC=C2)COCC[Si](C)(C)C 2-(4-methylnaphthalen-1-yl)-5-(1H-pyrrolo[2,3-b]pyridin-4-yl)-1-{[2-(trimethylsilyl)ethoxy]methyl}-1H-pyrrole-3-carboxamide